C(#N)C=1C=C(C=CC1)N1/C(/SC=C1)=N/C(OCC)=O (Z)-ethyl (3-(3-cyanophenyl)thiazol-2(3H)-ylidene)carbamate